CC/C=C/C/C=C/C/C=C/C/C=C/CCCCC(=O)O all-cis-6,9,12,15-octadecatetraenoic acid